Methyl Tri-Isopropylsilyl Ether Chloride [Cl-].C(C)(C)[Si](C(C)C)(C(C)C)OC